2-(4-(2,6-difluorophenoxy)piperidin-1-yl)-8-nitro-6-(trifluoromethyl)-4H-benzo[e][1,3]thiazin-4-one FC1=C(OC2CCN(CC2)C=2SC3=C(C(N2)=O)C=C(C=C3[N+](=O)[O-])C(F)(F)F)C(=CC=C1)F